dibutylphosphonium tetrafluoroborate F[B-](F)(F)F.C(CCC)[PH2+]CCCC